5-(4-(methylsulfonyl)phenoxy)-2-(4-(3-isopropyl-1,2,4-oxadiazol-5-yl)piperidin-1-yl)thiazolo[5,4-b]pyridine CS(=O)(=O)C1=CC=C(OC2=CC=C3C(=N2)SC(=N3)N3CCC(CC3)C3=NC(=NO3)C(C)C)C=C1